4-(2-((2-(2,6-dioxopiperidin-3-yl)-1,3-dioxoisoindol-4-yl)amino)acetamido)-N-methylbutanamide formate C(=O)O.O=C1NC(CCC1N1C(C2=CC=CC(=C2C1=O)NCC(=O)NCCCC(=O)NC)=O)=O